5-(1-(2-cyclobutyl-1-(4-(5-(difluoromethyl)-1,3,4-oxadiazol-2-yl)phenyl)ethyl)-1H-1,2,3-triazol-4-yl)pyridin-2-amine C1(CCC1)CC(C1=CC=C(C=C1)C=1OC(=NN1)C(F)F)N1N=NC(=C1)C=1C=CC(=NC1)N